(bromomethyl)-6-(3-chloro-6-(difluoromethyl)-2-fluorophenyl)pyrazine-2-carboxylic acid methyl ester COC(=O)C1=NC(=CN=C1CBr)C1=C(C(=CC=C1C(F)F)Cl)F